C(\C=C\C(=O)O)(=O)O.C(C)N(C(C1=C(C=CC(=C1)F)OC1=C(N=CN=N1)N1CC2(CN(C2)[C@H](C(C)C)CCCN(CCC)C)CC1)=O)C(C)C (S)-N-ethyl-5-fluoro-N-isopropyl-2-((5-(2-(2-methyl-6-(methyl(propyl)amino)hexan-3-yl)-2,6-diazaspiro[3.4]octan-6-yl)-1,2,4-triazin-6-yl)oxy)benzamide fumarate